CC(C(=O)OCC(CC)(CO)CO)=C 2,2-dihydroxymethylbutyl (methyl)acrylate